5-(8-bromodibenzofuran-2-yl)benzimidazole BrC=1C=CC2=C(C3=C(O2)C=CC(=C3)C3=CC2=C(N=CN2)C=C3)C1